Benzyl (1S,3R)-3-aminocyclopentylcarbamate N[C@H]1C[C@H](CC1)NC(OCC1=CC=CC=C1)=O